((4-isopropylphenyl)(3-methoxyphenyl)methyl)cyclopropanecarboxamide C(C)(C)C1=CC=C(C=C1)C(C1=CC(=CC=C1)OC)C1(CC1)C(=O)N